C(C)C=1N=C(SC1C1=NOC(N1)=O)C1=NC=NC(=C1)NCCC=1C2=C(SC1C)C(=CC(=C2)F)C 3-(4-Ethyl-2-{6-[2-(5-fluoro-2,7-dimethyl-benzo[b]thiophen-3-yl)-ethylamino]-pyrimidin-4-yl}-thiazol-5-yl)-[1,2,4]oxadiazol-5(4H)-on